C1=CC=CC=2C3=CC=CC=C3C(C12)COC(=O)N[C@@H]([C@@H](C)C1=CC=C(C(=O)OC(C)(C)C)C=C1)C(=O)OCC1=CC=CC=C1 tert-butyl 4-((2S,3S)-3-((((9H-fluoren-9-yl)methoxy)carbonyl) amino)-4-(benzyloxy)-4-oxobutan-2-yl)benzoate